O.S(=O)(=O)([O-])[O-].[Mg+2] magnesium sulfate monohydrate